C(CCCCC(C)C)N(C(COCC(=O)O)=O)CCCCCC(C)C N,N-diisooctyldiglycolamic acid